N-((S)-1-amino-3-hydroxy-2-methyl-1-oxopropan-2-yl)-2-methyl-6-(cis-2-phenylcyclopropyl)indolizine-3-carboxamide NC([C@@](CO)(C)NC(=O)C1=C(C=C2C=CC(=CN12)[C@H]1[C@H](C1)C1=CC=CC=C1)C)=O